ClC1=C(C[C@H]2COC3=C(C=C(C=C3C2=O)CN2C(N(C=C2)C)=N)C=2C(=NC(=CC2)F)C)C=CC(=C1)F (S)-3-(2-chloro-4-fluorobenzyl)-8-(6-fluoro-2-methylpyridin-3-yl)-6-((2-imino-3-methyl-2,3-dihydro-1H-imidazol-1-yl)methyl)chroman-4-one